CC=1NN(C(C1)=O)C1=CC=CC=C1 3-methyl-1-phenyl-pyrazoline-5-one